N-((4S,5S)-3-(1-(((S)-tert-butylsulfinyl)imino)methyl)-7-ethyl-4-(4-fluorophenyl)-6-oxo-1-phenyl-4,5,6,7-tetrahydro-1H-pyrazolo[3,4-b]pyridine-5-yl)-3-(trifluoromethyl)benzamide C(C)(C)(C)[S@](=O)N=CC1=NN(C=2N(C([C@H]([C@H](C21)C2=CC=C(C=C2)F)NC(C2=CC(=CC=C2)C(F)(F)F)=O)=O)CC)C2=CC=CC=C2